C(C)C1=CSC=C1CC 3,4-Diethylthiofuran